C(C)N(C1=CC=C2C(=CC=NC2=C1)C)CC N,N-diethyl-4-methylquinolin-7-amine